CC(C)(C#CC1=C2CCCN(C2=CC=C1)C1=NC=2N(C3=C1C=CC(=N3)C(F)(F)F)C(=NN2)C)O 2-methyl-4-(1-(9-methyl-2-(trifluoromethyl)pyrido[3,2-e][1,2,4]triazolo[4,3-a]pyrimidin-5-yl)-1,2,3,4-tetrahydroquinolin-5-yl)but-3-yn-2-ol